1-amino-4-[(1-methylethyl)amino]anthraquinone tert-butyl-4-(2-fluoro-4-(6-(1-methyl-1H-pyrazol-4-yl)pyrazolo[1,5-a]pyrazin-4-yl)benzyl)-3-oxopiperazine-1-carboxylate C(C)(C)(C)OC(=O)N1CC(N(CC1)CC1=C(C=C(C=C1)C=1C=2N(C=C(N1)C=1C=NN(C1)C)N=CC2)F)=O.NC2=CC=C(C=1C(C3=CC=CC=C3C(C21)=O)=O)NC(C)C